C(CCCCC)OC(CC)O hexoxypropanol